NC1=CC=C(C=C1)C1=NN(C(=C1C#N)NC1=CC(=NC=C1)OCCOCCOCCOCCOCCNC(OC(C)(C)C)=O)C(C)(C)C tert-butyl N-{14-[(4-{[3-(4-aminophenyl)-1-tert-butyl-4-cyano-1H-pyrazol-5-yl]amino} pyridin-2-yl)oxy]-3,6,9,12-tetraoxatetradecan-1-yl}carbamate